methyl-5-bromotryptophan CN[C@@H](CC1=CNC2=CC=C(C=C12)Br)C(=O)O